(3S)-3-[[(2S)-2-cyclopentyl-2-[[1-[9H-fluoren-9-ylmethoxycarbonyl(methyl)amino]cyclobutanecarbonyl]-methyl-amino]acetyl]-methyl-amino]-4-(dimethylamino)-4-oxo-butyric acid C1(CCCC1)[C@@H](C(=O)N([C@@H](CC(=O)O)C(=O)N(C)C)C)N(C)C(=O)C1(CCC1)N(C)C(=O)OCC1C2=CC=CC=C2C=2C=CC=CC12